(1R,5S)-3-(6-chloro-3-cyano-1-methyl-2-oxo-1,2-dihydro-1,5-naphthyridin-4-yl)-3,8-diazabicyclo[3.2.1]octane-8-carboxylic acid tert-butyl ester C(C)(C)(C)OC(=O)N1[C@H]2CN(C[C@@H]1CC2)C2=C(C(N(C1=CC=C(N=C21)Cl)C)=O)C#N